COCCC(=O)N(C)C1=CC(=C(C=C1)[N+](=O)[O-])OC 3-methoxy-N-(3-methoxy-4-nitrophenyl)-N-methylpropanamide